FC=1C=C(C=C(C1)F)[C@H]1CSC2=NN(C(N21)=O)C21CC(C2)(C1)C#N (S)-3-(5-(3,5-difluorophenyl)-3-oxo-5,6-dihydrothiazolo[2,3-c][1,2,4]triazol-2(3H)-yl)bicyclo[1.1.1]pentane-1-carbonitrile